5-((2R,6R)-6-(hydroxymethyl)piperazin-2-yl)-4-methyl-isobenzofuran-1(3H)-one OC[C@H]1CNC[C@H](N1)C=1C(=C2COC(C2=CC1)=O)C